C1N(CC12COCC2)C2=NC(=NC=C2)C2=CN=C1N2C=C(N=C1)C(=O)N 3-(4-(6-oxa-2-azaspiro[3.4]oct-2-yl)pyrimidin-2-yl)imidazo[1,2-a]pyrazine-6-carboxamide